(trifluoromethyl)-phenylglycine FC(F)(F)NC(C1=CC=CC=C1)C(=O)O